ethylhexyl monoglyceryl ether C(C(O)CO)OC(CCCCC)CC